triethyl 2-phosphonopropionate CCOC(=O)C(C)P(=O)(OCC)OCC